chloro-3-methylphenyl carbamate C(N)(OC1=C(C(=CC=C1)C)Cl)=O